FC1=CC=C(C=N1)C1=NN(C=C1C1=C2C(=NC=C1)NC=C2)C 4-[3-(6-fluoro-3-pyridinyl)-1-methyl-pyrazol-4-yl]-1H-pyrrolo[2,3-b]pyridine